L-2-hydrazono-2,3-dihydrothiazole N(N)=C1SC=CN1